6-[1-[[5-[5-(trifluoromethyl)-1,3,4-oxadiazol-2-yl]thiophen-2-yl]methyl]triazol-4-yl]-1,3-benzothiazol-2-amine FC(C1=NN=C(O1)C1=CC=C(S1)CN1N=NC(=C1)C1=CC2=C(N=C(S2)N)C=C1)(F)F